[NH4+].ClC1=CC(=C(COC2=NC=C(C(=N2)C2(CC23CCNCC3)C(=O)O)F)C=C1)F {2-[(4-chloro-2-fluorobenzyl)oxy]-5-fluoropyrimidin-4-yl}-6-azaspiro[2.5]octane-1-carboxylic acid ammonium